2,3-dimethoxy-5-methyl-6-(6,6,6-trifluorohexyl)cyclohexa-2,5-diene-1,4-dione COC=1C(C(=C(C(C1OC)=O)C)CCCCCC(F)(F)F)=O